Iron (III) acetone CC(=O)C.[Fe+3]